N(=[N+]=[N-])CC(C1=CC(=CC=C1)Cl)N1C=NC2=CC(=CC=C2C1=O)Br 3-(2-azido-1-(3-chlorophenyl)ethyl)-7-bromoquinazolin-4(3H)-one